Cl.C12CN(CC(CC1)N2)C2=NC=NN1C2=CC(=C1)Br 4-(3,8-diazabicyclo[3.2.1]oct-3-yl)-6-bromopyrrolo[2,1-f][1,2,4]triazine hydrochloride